4-(benzo[b]thiophen-4-yl)-1-(4-(2-oxo-1,2-dihydroquinolin-7-yloxy)butyl)-1-((2-pentylheptanoyloxy)methyl)piperazin-1-ium iodide [I-].S1C2=C(C=C1)C(=CC=C2)N2CC[N+](CC2)(COC(C(CCCCC)CCCCC)=O)CCCCOC2=CC=C1C=CC(NC1=C2)=O